[In].ClC1=CC=C(C(=O)C2=CC=C(C=C2)C(C2=CC=C(C=C2)Cl)=O)C=C1 1,4-bis(4-chlorobenzoyl)benzene Indium